4-(6-(benzyloxy)-1-(4-(4-(dimethoxymethyl)piperidin-1-yl)phenyl)-3,4-dihydronaphthalen-2-yl)pyridine C(C1=CC=CC=C1)OC=1C=C2CCC(=C(C2=CC1)C1=CC=C(C=C1)N1CCC(CC1)C(OC)OC)C1=CC=NC=C1